N-(6-cyano-1-cyclobutyl-1H-benzo[d]imidazol-2-yl)-3,3-difluorocyclobutane-1-carboxamide C(#N)C=1C=CC2=C(N(C(=N2)NC(=O)C2CC(C2)(F)F)C2CCC2)C1